2-iodo-2-(2-iodo-ethoxy)-ethane IC(C)OCCI